C(C)(C)(C)P(C1=C(C(=CC=C1C)C(C)(C)C)C1=C(C=C(C=C1C(C)C)C(C)C)C(C)C)C(C)(C)C 2-di(tert-butyl)phosphino-2',4',6'-triisopropyl-3-methyl-6-tert-butyl-1,1'-biphenyl